(R)-1-(4-(1-(2,6-dichlorophenyl)azetidin-3-yl)-2,6-dimethylbenzyl)pyrrolidine-3-carboxylic acid, formate salt C(=O)O.ClC1=C(C(=CC=C1)Cl)N1CC(C1)C1=CC(=C(CN2C[C@@H](CC2)C(=O)O)C(=C1)C)C